1-(4-Fluoro-1-(piperidin-4-yl)-1H-indol-5-yl)dihydropyrimidine FC1=C2C=CN(C2=CC=C1N1CNCC=C1)C1CCNCC1